C1(=CC=CC=C1)N1N=C2C(=C1NC(N)=O)CCC2 3-(2-phenyl-2,4,5,6-tetrahydrocyclopenta[c]Pyrazol-3-yl)urea